CC1=CN=C(N1)C(=O)O 5-METHYL-1H-IMIDAZOLE-2-CARBOXYLIC ACID